N-Cyclohexylbenzothiazol-2-sulfenamide C1(CCCCC1)NSC=1SC2=C(N1)C=CC=C2